{3-[4-(5-Chloropyridin-2-yl)-6-oxo-1,6-dihydropyrimidin-2-yl]-4-(trifluoromethyl)benzyl}isobutyramide ClC=1C=CC(=NC1)C=1N=C(NC(C1)=O)C=1C=C(CC(C(=O)N)(C)C)C=CC1C(F)(F)F